4-(piperidin-1-yl)butan-1-ol N1(CCCCC1)CCCCO